OCC=1C=CC=2C3=C(C(NC2C1)=O)N(C=C3)C 7-(hydroxymethyl)-3-methyl-5H-pyrrolo[2,3-c]quinolin-4-one